FC1=C2C3=C(C(OC2=CC(=C1)O)=O)C=C(C=C3)O 1-fluoro-3,8-dihydroxy-6H-benzo[c]chromen-6-one